benzyl (R,E)-(5-((tert-butylsulfinyl)imino)hexyl)carbamate C(C)(C)(C)[S@@](=O)\N=C(\CCCCNC(OCC1=CC=CC=C1)=O)/C